CN=S(=O)(NCCCN1C2=C(CCC3=C1C=CC=C3)C=CC(=C2)Cl)C2=CC=C(C=C2)OC(F)(F)F N'-methyl-N-[3-(3-chloro-10,11-dihydro-5H-dibenzo[b,f]azepin-5-yl)propyl]-4-(trifluoro-methoxy)benzenesulfonimidamide